morpholinoethanesulfonic acid disodium salt [Na+].[Na+].O1CCN(CC1)C(C)S(=O)(=O)[O-].O1CCN(CC1)C(C)S(=O)(=O)[O-]